1-(8-bromo-[1,2,4]triazolo[1,5-a]pyridin-5-yl)-N,N-dimethylamine BrC=1C=2N(C(=CC1)CNC)N=CN2